C(CCC)OCNC(C(=C)C)=O N-(Butoxymethyl)methacrylamid